(Z)-3-(3-Aminophenylmethylene)-2-(methyl-[2-imidazoyl]amino)-5-(trifluoromethyl)isoindolin-1-one NC=1C=C(C=CC1)\C=C\1/N(C(C2=CC=C(C=C12)C(F)(F)F)=O)N(C(=O)C=1NC=CN1)C